ClC1=C2C(=NC(=C1)C)NC(=C2)C(=O)NC2CC[Si](CCC2)(C)C 4-chloro-N-(1,1-dimethylsilepan-4-yl)-6-methyl-1H-pyrrolo[2,3-b]pyridine-2-carboxamide